C(CCCCCCC)N(C(=O)NCCCCCCCC)CCCCCCCC N,N,N'-trioctyl-urea